(S)-6-(1-amino-1,3-dihydro-spiro[inden-2,4'-piperidin]-1'-yl)-3-(1-(quinolin-4-yl)vinyl)-1H-pyrazolo[3,4-d]pyrimidin-4(5H)-one N[C@@H]1C2=CC=CC=C2CC12CCN(CC2)C=2NC(C1=C(N2)NN=C1C(=C)C1=CC=NC2=CC=CC=C12)=O